C(C)(C)(C)OC(=O)N1CCC(CC1)[C@H](C1=CC=CC=C1)N1N=C(N=N1)C(F)F (R)-tert-butyl-4-((5-(difluoromethyl)-2H-tetrazol-2-yl)(phenyl)-methyl)piperidine-1-carboxylate